C12(CCC3=CC=CC=C13)C(C2)C(=O)O Cis-2',3'-Dihydrospiro[Cyclopropane-1,1'-Indene]-2-Carboxylic Acid